(R)-N-(3-(1-((2-Amino-5-chloropyridin-3-yl)oxy)ethyl)phenyl)-2-chloro-3-methylbenzamid NC1=NC=C(C=C1O[C@H](C)C=1C=C(C=CC1)NC(C1=C(C(=CC=C1)C)Cl)=O)Cl